3-(4-((2-phenylpropan-2-yl)oxy)phenyl)propanoic acid C1(=CC=CC=C1)C(C)(C)OC1=CC=C(C=C1)CCC(=O)O